6-[[6-[4-Chloro-3-(difluoromethoxy)phenyl]pyrazin-2-yl]methyl]-8-oxa-6-azaspiro[2.5]octan-7-one ClC1=C(C=C(C=C1)C1=CN=CC(=N1)CN1CCC2(CC2)OC1=O)OC(F)F